Cl.NCC1CCN(CC1)C(C)=O 1-(4-(aminomethyl)piperidin-1-yl)ethan-1-one hydrochloride salt